(S)-N-(4-amino-4-oxo-1-phenylbutyl)-7-(cyclopentylamino)-5-(4-(trifluoromethyl)phenyl)-3,4-dihydroisoquinoline-2(1H)-carboxamide NC(CC[C@@H](C1=CC=CC=C1)NC(=O)N1CC2=CC(=CC(=C2CC1)C1=CC=C(C=C1)C(F)(F)F)NC1CCCC1)=O